N[C@@H]1CN(CC[C@@H]1O)C1=NC2=C(N1CC1=NC=C(C#N)C=C1)C=C(C=C2)Cl 6-((2-((3R,4S)-3-Amino-4-hydroxypiperidin-1-yl)-6-chloro-1H-benzo[d]imidazol-1-yl)methyl)nicotinonitril